O1C(=CC=C1)C1=CC=C(CN2CC(CC2)(C2OCCC2)CCC2=CC=CC=C2)C=C1 4-(furan-2-yl)benzyl-3-phenethyl-3-(tetrahydrofuran-2-yl)pyrrolidine